(R)-1-[4-methyl-5-(4,4,5,5-tetramethyl-1,3,2-dioxaborolan-2-yl)pyridin-2-yl]ethanol CC1=CC(=NC=C1B1OC(C(O1)(C)C)(C)C)[C@@H](C)O